(1S,4S)-2-oxa-5-aza-bicyclo[2.2.1]heptane [C@@H]12OC[C@@H](NC1)C2